2'-deoxy-5-methyl-isocytidine CC=1C(N=C(N([C@H]2C[C@H](O)[C@@H](CO)O2)C1)N)=O